propanenitrile methanesulfonate salt CS(=O)(=O)O.C(CC)#N